1-[9-ethyl-6-(2-methylbenzoyl)-9H-carbazol-3-yl]Ethanone-1-(O-acetyloxime) C(C)(=O)ON=C(C)C=1C=CC=2N(C3=CC=C(C=C3C2C1)C(C1=C(C=CC=C1)C)=O)CC